8-methoxy-2H-chromene-3-carbaldehyde COC=1C=CC=C2C=C(COC12)C=O